N1C=C(C2=CC=CC=C12)CCNC1=NC(=NC(=N1)N1CCN(CC1)CCO)N[C@H](C(=O)OC)C1=CN=CN1 (S)-methyl 2-((4-((2-(1H-indol-3-yl)ethyl)amino)-6-(4-(2-hydroxyethyl)piperazin-1-yl)-1,3,5-triazin-2-yl)amino)-2-(1H-imidazol-5-yl)acetate